tert-butyl 2-[(imidazo[1,2-a]pyridin-6-ylmethylcarbamoylamino)methyl]-6-azaspiro[2.5]octane-6-carboxylate N=1C=CN2C1C=CC(=C2)CNC(=O)NCC2CC21CCN(CC1)C(=O)OC(C)(C)C